sodium (S)-pyrrolidine-2-carboxylate N1[C@@H](CCC1)C(=O)[O-].[Na+]